NC(=O)CC1=C(C=CC=C1)B(O)O (aminocarbonylmethyl)phenylboronic acid